FC(C1=NC=C(C(=C1)N)OC)F 2-(difluoromethyl)-5-methoxypyridin-4-amine